FC(CC(F)OC(CC(C(F)(F)F)(F)F)F)(C(F)(F)F)F 2,2,3,3,3-pentafluoropropylfluoromethyl ether